C(C=C)(=O)N1[C@H](CN(C[C@H]1C)C1=NC(N2C3=C(C(=C(C=C13)C(F)(F)F)C1=NC=C(C=C1)F)SC[C@H](C2)OC)=O)C (S)-8-((3S,5R)-4-acryloyl-3,5-dimethylpiperazin-1-yl)-11-(5-fluoropyridin-2-yl)-3-methoxy-10-(trifluoromethyl)-3,4-dihydro-2H,6H-[1,4]thiazepino[2,3,4-ij]quinazolin-6-one